((S)-1-(((S)-1-hydroxy-3-((S)-2-oxopyrrolidin-3-yl)propane-2-yl)amino)-4-methyl-1-oxopent-2-yl)carbamic acid (1r,4S)-4-phenylcyclohexyl ester C1(=CC=CC=C1)C1CCC(CC1)OC(N[C@H](C(=O)N[C@H](CO)C[C@H]1C(NCC1)=O)CC(C)C)=O